Sodium dodecyl sulfate S(=O)(=O)(OCCCCCCCCCCCC)[O-].[Na+]